ClC=1C=CC2=C(C(CN(CC2)C(C(F)(F)F)=O)C)C1Cl 1-(8,9-dichloro-1-methyl-1,2,4,5-tetrahydro-3H-benzo[d]azepin-3-yl)-2,2,2-trifluoroethan-1-one